(2S)-2-[[(tert-butoxy)carbonyl]amino]-3-methylbutyric acid C(C)(C)(C)OC(=O)N[C@H](C(=O)O)C(C)C